C(C1=CC=CC=C1)OCC1=NN(C(N1CC)=O)C1=NC=2C(=CN(C(C2C=C1F)=O)C=1C=CC(=C(C1)C)F)C(C)C 2-(3-((benzyloxy)methyl)-4-ethyl-5-oxo-4,5-dihydro-1H-1,2,4-triazol-1-yl)-3-fluoro-6-(2-fluoro-5-tolyl)-8-isopropyl-1,6-naphthyridin-5(6H)-one